ClC=1C=C(C(=O)N)C=CC1C[C@@H](CNC(C[C@H](C(C)C)C1=CC=CC=C1)=O)N(C)C 3-chloro-4-((S)-2-(dimethylamino)-3-((R)-4-methyl-3-phenylpentanamido)propyl)benzamide